O[C@H]1[C@H]([C@@H](O[C@H]([C@@H]1O)C)O[C@@H]1C=2C(=C3C(C=4C=CC=CC4C(C3=C(C2C[C@](C1)(C(CO)=O)O)O)=O)=O)O)I (7s,9s)-7-(((2r,3r,4r,5r,6s)-4,5-dihydroxy-3-iodo-6-methyltetrahydro-2H-pyran-2-yl)oxy)-6,9,11-trihydroxy-9-(2-hydroxyacetyl)-7,8,9,10-tetrahydronaphthacene-5,12-dione